BrC1=CC=2C(OCC3=CC(=NC=C3C3=C(C=C(C(NS(C(=C1O)C2)(=O)=O)=C3)F)F)OC)=O 13-Bromo-19,21-difluoro-14-hydroxy-5-methoxy-16,16-dioxo-9-oxa-16λ6-thia-4,17-diazatetracyclo[16.3.1.111,15.02,7]tricosa-1(21),2,4,6,11(23),12,14,18(22),19-nonaen-10-one